2-[2-(2-methoxymethyloxy-5-methylphenyl)-2-(4-methylphenyl)-vinyl]-N-methylpiperidine COCOC1=C(C=C(C=C1)C)C(=CC1N(CCCC1)C)C1=CC=C(C=C1)C